C(C)(C)[NH+](C(C)C)[O-] Diisopropylamine oxide